4-Bromo-3,5-difluoro-benzoic acid BrC1=C(C=C(C(=O)O)C=C1F)F